CN1N=CC2=CC=C(C=C12)CO (1-methylindazol-6-yl)methanol